Cl.C1(CC1)CN1[C@H]2[C@@]3(CC[C@H]([C@H]4[C@@]3(C=3C(=C(C=CC3C2)O)O4)CC1)N(C(\C=C\C1=COC=C1)=O)C)O (2E)-N-[(5R,6R)-17-(Cyclopropylmethyl)-4,5-epoxy-3,14-dihydroxymorphinan-6-yl]-3-(furan-3-yl)-N-methylprop-2-enamide monohydrochloride